methylpropyl-trimethoxysilane tert-butyl-(5R)-2-chloro-5-methyl-5,7-dihydropyrrolo[3,4-b]pyridine-6-carboxylate C(C)(C)(C)OC(=O)N1CC2=NC(=CC=C2[C@H]1C)Cl.CCO[Si](OC)(OC)CCC